C1=C(C=C(C=C1Cl)Cl)SSC2=CC(=CC(=C2)Cl)Cl 3,3',5,5'-tetrachlorodiphenyldisulfide